2'-chloro-5'-methoxy-6-methyl-N-(5-(phenoxymethyl)-1,3,4-thiadiazol-2-yl)-(4,4'-bipyridine)-3-carboxamide ClC1=NC=C(C(=C1)C1=C(C=NC(=C1)C)C(=O)NC=1SC(=NN1)COC1=CC=CC=C1)OC